C1(CC1)C([C@@H](C(=O)NC1=C(C=C(C=C1)[C@@H](C(=O)N(CC(F)(F)F)CCN(C(OC(C)(C)C)=O)C)C)F)NC(=O)C1=CC=NN1C(C)C)C1CC1 tert-butyl (2-((S)-2-(4-((S)-3,3-dicyclopropyl-2-(1-isopropyl-1H-pyrazole-5-carboxamido)propanamido)-3-fluorophenyl)-N-(2,2,2-trifluoroethyl)propanamido)ethyl)(methyl)carbamate